4-(methylamino)-6-(1H-pyrazol-4-yl)quinoline-3-carboxamide CNC1=C(C=NC2=CC=C(C=C12)C=1C=NNC1)C(=O)N